C(#N)C1=CC(=C(C=C1)C1=CC(=CC(=N1)N(C(OC(C)(C)C)=O)CC)O)C1=NN=CN1C tert-butyl (6-(4-cyano-2-(4-methyl-4H-1,2,4-triazol-3-yl)phenyl)-4-hydroxypyridin-2-yl)(ethyl)carbamate